phosphorus iron salt [Fe].[P]